ClC=1C(=C(C=CC1Cl)O)[C@@H]1C[C@@H](NCC1)C(=O)N1CCOCC1 |o1:9,11| (2R,4S)-rel-3,4-dichloro-2-[2-(morpholine-4-carbonyl)piperidin-4-yl]phenol